CN(CCCC1C=CC=C1)[Hf](N(C)C)N(C)C (methyl-3-cyclopentadienylpropylamino)bis(dimethylamino)hafnium